C(C1=CC=CC=C1)OC1=CC=C(C=C1)C1(CCOCC1)NCC(C(F)(F)F)N N1-(4-(4-(benzyloxy)phenyl)tetrahydro-2H-pyran-4-yl)-3,3,3-trifluoropropane-1,2-diamine